1,3-dioxo-1H-benzoisoquinolin-2(3H)-yl trifluoromethyl-sulfinate (1,3-dioxo-1H-benzo[de]isoquinolin-2(3H)-yltrifluoromethanesulfinate) O=C1N(C(C2=C3C(C=CC=C13)=CC=C2)=O)S(=O)(O)C(F)(F)F.FC(F)(F)S(=O)ON2C(C1=C3C(=CC=C1CC2=O)C=CC=C3)=O